bromo-2'-methyl-spiro[cyclopropane-1,3'-isoindolin]-1'-one BrC1=C2C3(N(C(C2=CC=C1)=O)C)CC3